N-(3-(5-(4-(tert-butyl)phenyl)-1H-pyrrolo[2,3-b]pyridine-3-carbonyl)-2,4-difluorophenyl)propane-1-sulfonamide C(C)(C)(C)C1=CC=C(C=C1)C=1C=C2C(=NC1)NC=C2C(=O)C=2C(=C(C=CC2F)NS(=O)(=O)CCC)F